COC(C(C)S(=O)(=O)N1CCN(CC1)C1=NC(=NC(=C1)C1=CC=C(C=C1)Cl)C=1C=NC=CC1)=O ((4-(6-(4-chlorophenyl)-2-(pyridin-3-yl)pyrimidin-4-yl)piperazin-1-yl)sulfonyl)propionic acid methyl ester